N1C=NC(=C1)COC1=C(C=CC=C1)C=1C(=NC=C(C1)F)OC 3-(2-((1H-imidazol-4-yl)methoxy)phenyl)-5-fluoro-2-methoxypyridine